[(2S,3S,4S,5R,6R)-5-Acetamido-3,4-diacetyloxy-6-[4-[(E)-3-phenylprop-2-enoyl]phenoxy]oxan-2-yl]methyl acetate C(C)(=O)OC[C@@H]1O[C@@H]([C@@H]([C@@H]([C@@H]1OC(C)=O)OC(C)=O)NC(C)=O)OC1=CC=C(C=C1)C(\C=C\C1=CC=CC=C1)=O